FC1=CC=C2C=CC=NC2=C1 7-fluoro-quinoline